(R)-1-(2-(hydroxymethyl)-4-(3-((4-(trifluoromethyl)phenyl)amino)pyrazin-2-yl)piperazin-1-yl)prop-2-en-1-one OC[C@@H]1N(CCN(C1)C1=NC=CN=C1NC1=CC=C(C=C1)C(F)(F)F)C(C=C)=O